C(CCCCCNC(=N)NC(=N)NC)NC(=N)NC(=N)NC 1,1'-(hexane-1,6-diyl)bis(5-(methyl)biguanide)